3-(cyclopropanecarboxamido)-N-((4,6-dimethyl-2-oxo-1,2-dihydropyridin-3-yl)methyl)-5-(6-(4-(dimethylamino)piperidin-1-yl)pyridin-3-yl)-2-methylbenzamide C1(CC1)C(=O)NC=1C(=C(C(=O)NCC=2C(NC(=CC2C)C)=O)C=C(C1)C=1C=NC(=CC1)N1CCC(CC1)N(C)C)C